3-(5-((4-(3-bromo-2-chloropyridin-4-yl)piperazin-1-yl)methyl)-1-oxoisoindolin-2-yl)piperidine-2,6-dione BrC=1C(=NC=CC1N1CCN(CC1)CC=1C=C2CN(C(C2=CC1)=O)C1C(NC(CC1)=O)=O)Cl